2-[4-(4-chlorophenoxy)phenoxy]propanoic acid ClC1=CC=C(OC2=CC=C(OC(C(=O)O)C)C=C2)C=C1